[Co+2].[O-2].[Mn+2].[Co+2].[O-2].[O-2] cobalt manganese oxide cobalt